imidazo[4,5-d]pyridazin-7-amine dihydrochloride salt Cl.Cl.N1C=NC=2C1=C(N=NC2)N